COC1=C(C=C(C=N1)N)C 6-methoxy-5-methylpyridin-3-amine